Cl.BrC1=CC=C(C=C1)C1=CC=C(N1C1=C(C=CC=C1)C(F)(F)F)C=1C=C(C(=O)NCCCN(C)C)C=CC1 3-[5-(4-bromophenyl)-1-[2-(trifluoromethyl)phenyl]pyrrol-2-yl]-N-[3-(dimethylamino)propyl]benzamide hydrochloride